FC1(CC(C1)C1=NC(=NO1)C=1C=CC(=C(N)C1)C)F 5-(5-(3,3-difluorocyclobutyl)-1,2,4-oxadiazol-3-yl)-2-methylaniline